(S)-6-(6-chloro-5-fluoro-2-oxo-1,2-dihydrospiro[benzo[d][1,3]oxazine-4,3'-pyrrolidin]-1'-yl)-N-((6-(3-hydroxy-3-methylazetidin-1-yl)pyridin-3-yl)methyl)pyrazine-2-carboxamide ClC1=C(C2=C(NC(O[C@]23CN(CC3)C3=CN=CC(=N3)C(=O)NCC=3C=NC(=CC3)N3CC(C3)(C)O)=O)C=C1)F